COC(C([SH4]OOF)(F)F)=O 2,2-difluoro-2-(fluorodioxy-λ6-thio)acetic acid methyl ester